ClC1=CC=C(C=C1)NP(=O)(CC1=CC=C(C=C1)C1=NOC(=N1)C(F)(F)F)C N-(4-chlorophenyl)-P-methyl-P-(4-(5-(trifluoromethyl)-1,2,4-oxadiazol-3-yl)benzyl)phosphinic amide